1-((6-(trans-4-tert-Butylcyclohexyloxy)naphthalen-2-yl)methyl)-4-methylpiperidin C(C)(C)(C)[C@@H]1CC[C@H](CC1)OC=1C=C2C=CC(=CC2=CC1)CN1CCC(CC1)C